C(C)(C)(C)[S@@](=O)N[C@@H]1[C@H](OCC12CCN(CC2)C(=O)OC(C)(C)C)C tert-butyl (3R,4S)-4-(((R)-tert-butylsulfinyl)amino)-3-methyl-2-oxa-8-azaspiro[4.5]decane-8-carboxylate